FC=1C=C(C(=O)NCC=2C(=NN3N=CC=CC32)C)C=CC1OC(F)(F)F 3-fluoro-N-((2-methylpyrazolo[1,5-b]pyridazin-3-yl)methyl)-4-(trifluoromethoxy)benzamide